FC=1C(=NC=CC1)C1=CN=C(S1)NC1=CC2=C(C=N1)N=CN2CCNC(=O)C2NCC(C2)O N-[2-[6-[[5-(3-fluoro-2-pyridyl)thiazol-2-yl]amino]imidazo[4,5-c]pyridin-1-yl]ethyl]-4-hydroxy-pyrrolidine-2-carboxamide